(5-Bromopyrazolo[1,5-a]pyridin-3-yl)(4-cyclopropylpiperazin-1-yl)methanone BrC1=CC=2N(C=C1)N=CC2C(=O)N2CCN(CC2)C2CC2